C(C)OC(=O)C1=CN(C2=NC(=CC=C2C1=O)N1CC2(C1)NC(OC2)=O)C=2SC=CN2 4-oxo-7-{6-oxo-7-oxa-2,5-diazaspiro(3.4)octan-2-yl}-1-(1,3-thiazol-2-yl)-1,4-dihydro-1,8-naphthyridine-3-carboxylic acid ethyl ester